(S)-1-(5-((2-amino-3-chloropyridin-4-yl)thio)pyrazin-2-yl)-3'-fluoro-4'H,6'H-spiro[piperidine-4,5'-pyrrolo[1,2-b]pyrazol]-4'-amine NC1=NC=CC(=C1Cl)SC=1N=CC(=NC1)N1CCC2([C@@H](C=3N(N=CC3F)C2)N)CC1